BrC=1C=C2C(=NC1)N(N=C2N2CCN(CC2)C)COCC[Si](C)(C)C 5-bromo-3-(4-methylpiperazin-1-yl)-1-((2-(trimethylsilyl)ethoxy)methyl)-1H-pyrazolo[3,4-b]pyridine